Androst-16-En-3-Ol C[C@@]12C=CC[C@H]1[C@@H]1CCC3CC(CC[C@]3(C)[C@H]1CC2)O